Di-tert-butyl (2S)-5-cyanopyrrolidine-1,2-dicarboxylate C(#N)C1CC[C@H](N1C(=O)OC(C)(C)C)C(=O)OC(C)(C)C